2-(4-methyl-5-(4,4,5,5-tetramethyl-1,3,2-dioxaborolan-2-yl)-1H-indazol-1-yl)ethan-1-ol CC1=C2C=NN(C2=CC=C1B1OC(C(O1)(C)C)(C)C)CCO